1,8-diazacyclotetradecane-2,9-dione N1C(CCCCCNC(CCCCC1)=O)=O